[1-(trifluoromethyl)-1H-pyrazol-4-yl]methanol FC(N1N=CC(=C1)CO)(F)F